O=C1NC=CC(=N1)N 2-oxo-4-aminopyrimidine